4-[2-(4-fluorophenyl)-5-iodo-3H-imidazo[4,5-b]pyridin-3-yl]pyridine FC1=CC=C(C=C1)C1=NC=2C(=NC(=CC2)I)N1C1=CC=NC=C1